CN1N=C(C(=C1)NC1=NC=C(C(=N1)NCCCN1C(CCCC1)=O)C(F)(F)F)OCC(F)(F)F 1-[3-[[2-[[1-Methyl-3-(2,2,2-trifluoroethoxy)pyrazol-4-yl]amino]-5-(trifluoromethyl)pyrimidin-4-yl]amino]propyl]piperidin-2-one